BrCCCOC=1C(=C(C2=CC3=CC4=CC=CC=C4C=C3C=C2C1)C#N)C=1NN=CC1 3-[(3-bromopropyl)oxy]-2-(2H-pyrazol-3-yl)-1-naphthacenecarbonitrile